CCCCCCCCCCCCCC/C=C\OC[C@H](COP(=O)([O-])OCC[N+](C)(C)C)O 1-(1Z-Hexadecenyl)-sn-glycero-3-phosphocholine